1-(6-bromopyridin-3-yl)-3-(methylthio)propan-1-ol BrC1=CC=C(C=N1)C(CCSC)O